6-[2-(4-fluorophenyl)-1,3-thiazole-5-sulfonamido]naphthalene-2-carboxylic acid FC1=CC=C(C=C1)C=1SC(=CN1)S(=O)(=O)NC=1C=C2C=CC(=CC2=CC1)C(=O)O